C(#N)C=CC1=C(C=CC=C1)N(C1=CC=CC=C1)C1=CC=CC=C1 cyanovinyl-triphenylamine